ClC1=CC(OC2=C(C=CC=C12)C1CCN(CC1)CC1=NC2=C(N1C[C@H]1OCC1)C=C(C=C2)C(=O)O)C2=C(C=C(C=C2)Cl)F 2-((4-(4-chloro-2-(4-chloro-2-fluorophenyl)-2H-chromene-8-yl)piperidin-1-yl)methyl)-1-(((S)-Oxetan-2-yl)methyl)-1H-benzo[d]imidazole-6-carboxylic acid